CC=1N(C(C2=C(N1)C(=NC(=N2)N2CC(OCC2)C=2C=NN(C2)C)C2CCC1(OCCO1)CC2)=O)C 2,3-dimethyl-6-(2-(1-methyl-1H-pyrazol-4-yl)morpholino)-8-(1,4-dioxaspiro[4.5]dec-8-yl)pyrimido[5,4-d]pyrimidin-4(3H)-one